5-(tert-butyl)benzo[d]oxazol-2(3H)-one C(C)(C)(C)C=1C=CC2=C(NC(O2)=O)C1